para-aminobenzoic acid calcium salt [Ca+2].NC1=CC=C(C(=O)[O-])C=C1.NC1=CC=C(C(=O)[O-])C=C1